methyl-imidazole-4-carboxamide CC=1NC=C(N1)C(=O)N